C(C1=CC=CC=C1)OC1=C(OC2=CC(=CC=C2C1=O)OCC1=CC=CC=C1)C1=CC(=C(C=C1)OCC1=CC=CC=C1)C(F)(F)F 3,7-bis(benzyloxy)-2-(4-(benzyloxy)-3-(trifluoromethyl)phenyl)-4H-chromen-4-one